2-(dimethylamino)-2-[(4-methylphenyl)methyl]-[4-(4-morpholinyl)phenyl]-1-butanone CN(C(C(=O)C1=CC=C(C=C1)N1CCOCC1)(CC)CC1=CC=C(C=C1)C)C